ClC1=C(COC=2C=C3CCC(C3=CC2C)N2CCC(CC2)C(=O)OC(C)C)C(=CC=C1)Cl isopropyl 1-(5-((2,6-dichlorobenzyl)oxy)-6-methyl-2,3-dihydro-1H-inden-1-yl)piperidine-4-carboxylate